BrC1=CC=C(C=C1)C=1N=C(OC1C)C (4-bromophenyl)-2,5-dimethyloxazole